3-(benzo[b]thiophen-2-yl)-5'-methyl-4-pentyl-1',2',3',4'-tetrahydro-[1,1'-biphenyl]-2,6-diol S1C2=C(C=C1C1=C(C(=C(C=C1CCCCC)O)C1CCCC(=C1)C)O)C=CC=C2